1-[2-(4-fluorophenyl)acetyl]piperidine-4-carboxamide FC1=CC=C(C=C1)CC(=O)N1CCC(CC1)C(=O)N